2-n-propyl formate C(=O)OC(C)C